benzoyliminopyrazinium C(C1=CC=CC=C1)(=O)N=[N+]1CC=NC=C1